5-bromo-N-(2,2-difluoroethyl)pyrimidin-2-amine BrC=1C=NC(=NC1)NCC(F)F